(R)-1-((7-chloro-2-(3'-(3-(((R)-3-hydroxypyrrolidin-1-yl)methyl)-1,7-naphthyridin-8-ylamino)-2,2'-dimethylbiphenyl-3-yl)benzo[d]oxazol-5-yl)methyl)pyrrolidine-3-carboxylic acid ClC1=CC(=CC=2N=C(OC21)C=2C(=C(C=CC2)C2=C(C(=CC=C2)NC=2N=CC=C1C=C(C=NC21)CN2C[C@@H](CC2)O)C)C)CN2C[C@@H](CC2)C(=O)O